2-methylthio-N6-(cis-hydroxyisopentenyl)-adenosine CSC=1N=C(C=2N=CN([C@H]3[C@H](O)[C@H](O)[C@@H](CO)O3)C2N1)NC(CC(=C)C)O